ClC=1N=NC(=CC1N1C(CN(CC1)C(=O)[O-])C)Cl 4-(3,6-dichloropyridazin-4-yl)-3-methylpiperazine-1-carboxylate